FC1(CC12CNC(C2)C(=O)N)F 1,1-difluoro-5-azaspiro-[2.4]Heptane-6-carboxamide